(6-chloro-5-fluoropyridin-2-yl)-carbamic acid tert-butyl ester C(C)(C)(C)OC(NC1=NC(=C(C=C1)F)Cl)=O